(2S,4R)-4-(difluoromethoxy)-1-((3-((2-fluoro-4-methylphenyl)amino)benzoyl)glycyl)pyrrolidine-2-carboxylic acid FC(O[C@@H]1C[C@H](N(C1)C(CNC(C1=CC(=CC=C1)NC1=C(C=C(C=C1)C)F)=O)=O)C(=O)O)F